C(N)(=O)C1=CC=C(C=C1)C=1C=NN2C1C=C(C=C2)C(=O)N(C)C=2C=CC(=C(C(=O)OC)C2)OC(F)(F)F Methyl 5-(3-(4-carbamoylphenyl)-N-methylpyrazolo[1,5-a]pyridine-5-carboxamido)-2-(trifluoromethoxy)benzoate